(2-((2,2-dimethylazetidin-1-yl)methyl)-6-fluorophenyl)methylamine CC1(N(CC1)CC1=C(C(=CC=C1)F)CN)C